1,5-dihydroxyl-anthraquinone Ethyl-3-oxo-3,4-dihydroquinoxaline-2-carboxylate C(C)OC(=O)C1=NC2=CC=CC=C2NC1=O.OC1=CC=CC=2C(C3=C(C=CC=C3C(C12)=O)O)=O